C1=CC=C2C(C=CC=C12)=O 4H-inden-4-on